1,2-bis(3-methoxyphenyl)acetylene COC=1C=C(C=CC1)C#CC1=CC(=CC=C1)OC